(3R,4R)-4-(2-METHOXYETHOXY)HEPT-6-ENE-3-SULFONAMIDE COCCO[C@@H]([C@@H](CC)S(=O)(=O)N)CC=C